C(C)(C)(C)OC(=O)N\C(\NCCNC=1C2=CC=CC=C2N=C2C=CC(=CC12)NC1=CC(=C(C=C1)Cl)Cl)=N/C(OC(C)(C)C)=O (Z)-tert-Butyl (tert-butoxycarbonylamino)(2-(2-(3,4-dichlorophenylamino)acridin-9-ylamino)ethylamino)methylenecarbamate